BrC1=C2C(=NC=C1)N(C=C2C(=O)OC)COCC[Si](C)(C)C methyl 4-bromo-1-(2-trimethylsilylethoxymethyl)pyrrolo[2,3-b]pyridine-3-carboxylate